N-(5-((6-((R)-3-(3-chloro-4-fluorophenyl)isoxazolidine-2-yl)pyrimidine-4-yl)amino)-2-(4-(4-cyclopentylpiperazine-1-yl)piperidine-1-yl)-4-methoxyphenyl)acrylamide ClC=1C=C(C=CC1F)[C@@H]1N(OCC1)C1=CC(=NC=N1)NC=1C(=CC(=C(C1)NC(C=C)=O)N1CCC(CC1)N1CCN(CC1)C1CCCC1)OC